methoxycyclopropane-1-carboxylic acid COC1(CC1)C(=O)O